FC1=C(S(=O)(=O)[O-])C=CC(=C1)N.[Na+] sodium (fluorosulfanilate)